tert-butyl-2-bromo-3,5-difluoro-pyridine C(C)(C)(C)C1=C(C(=NC=C1F)Br)F